dideutero-(6-methyl-4-methylsulfanyl-2-oxo-1H-pyridin-3-yl)methylamine hydrochloride Cl.[2H]N(CC=1C(NC(=CC1SC)C)=O)[2H]